NC=1C=C2C(N(C(C2=CC1)=O)C1=CC(=C(C=C1)OCCCCCCCN1CCC(CC1)C1=C2CN(C(C2=CC(=C1)F)=O)C1C(NC(CC1)=O)=O)OC1CCCC1)=O 5-amino-2-(3-(cyclopentyloxy)-4-((7-(4-(2-(2,6-dioxopiperidin-3-yl)-6-fluoro-1-oxoisoindolin-4-yl)piperidin-1-yl)heptyl)oxy)phenyl)isoindoline-1,3-dione